C(C)(C)(C)[S@@](=O)N[C@@H]1C2=CC(=CC=C2CC12CCNCC2)C#CCOC (S)-1-(((R)-tert-butylsulfinyl)amino)-6-(3-methoxyprop-1-yn-1-yl)-1,3-dihydrospiro[indene-2,4'-piperidine]